7-chloro-6-fluoro-1-(2-isopropyl-4-methylpyridin-3-yl)-4-((S)-2-methyl-4-((perfluorophenyl)sulfonyl)piperazin-1-yl)pyrido[2,3-d]pyrimidin-2(1H)-one ClC=1C(=CC2=C(N(C(N=C2N2[C@H](CN(CC2)S(=O)(=O)C2=C(C(=C(C(=C2F)F)F)F)F)C)=O)C=2C(=NC=CC2C)C(C)C)N1)F